CC1(N(CCNC1)C(=O)OC(C)(C)C)C(=O)[O-] 1-(tert-butyl) 2-methylpiperazine-1,2-diformate